FC1(C=2N(CCC3(C1)OC3)N=C3C2CN([C@@H](C3)C)C(=O)OC(C)(C)C)F (3'R)-tert-Butyl 11',11'-difluoro-3'-methyl-3',4',7',8',10',11'-hexahydrospiro[oxirane-2,9'-pyrido[4',3':3,4]pyrazolo[1,5-a]azepine]-2'(1'H)-carboxylate